2,2-bis(4-chlorophenyl)-2-hydroxyacetic acid ClC1=CC=C(C=C1)C(C(=O)O)(O)C1=CC=C(C=C1)Cl